methyl 6-chloro-3-cyclopropylpyridiniumcarboxylate ClC1=CC=C(C=[N+]1C(=O)OC)C1CC1